BrC1=CC=CC=2C=3N(C(=NC12)NC=1C(N=CC=CC1)=O)N=C(N3)C=3C=NN(C3)C(C)C (3R)-3-({7-bromo-2-[1-(prop-2-yl)-1H-pyrazol-4-yl][1,2,4]triazolo[1,5-c]quinazolin-5-yl}amino)azepin-2-one